2,5-bis(4-hydroxy-2-fluorophenyl)-selenophene-3-carbonitrile OC1=CC(=C(C=C1)C=1[Se]C(=CC1C#N)C1=C(C=C(C=C1)O)F)F